tert-Butyl (2S)-2-[(4-[(3S)-3-(cyanomethyl)piperazin-1-yl]-7-(8-methyl-1-naphthyl)-6,8-dihydro-5H-pyrido[3,4-d]pyrimidin-2-yl)oxymethyl]pyrrolidine-1-carboxylate C(#N)C[C@H]1CN(CCN1)C=1C2=C(N=C(N1)OC[C@H]1N(CCC1)C(=O)OC(C)(C)C)CN(CC2)C2=CC=CC1=CC=CC(=C21)C